C(C)(=O)O[C@H]1[C@H](O[C@@H]([C@@H]([C@@H]1N1N=NC(=C1)C1=C(C(=C(C=C1)C)F)F)O)CO)CC1=NOC(=C1)C(C)(C)C (2R,3R,4S,5R,6R)-2-((5-(tert-Butyl)isoxazol-3-yl)methyl)-4-(4-(2,3-difluoro-4-methylphenyl)-1H-1,2,3-triazol-1-yl)-5-hydroxy-6-(hydroxymethyl)tetrahydro-2H-pyran-3-yl acetat